N-(4-(2-([1,1'-biphenyl]-3-yl)propyl)-6-(((R)-1-hydroxy-4-methylpent-2-yl)amino)-1,3,5-triazin-2-yl)methanesulfonamide C1(=CC(=CC=C1)C(CC1=NC(=NC(=N1)N[C@@H](CO)CC(C)C)NS(=O)(=O)C)C)C1=CC=CC=C1